CC1=CC=C2C=C(C=NC2=C1)NC1=NC(=NC=C1)NC1=CC=C(C=C1)OCCCN1CCOCC1 4-(7-methyl-3-quinolylamino)-2-[p-(3-morpholinopropoxy)phenylamino]pyrimidine